CC(C)(C)OC(=O)N1CCCCC1 piperidine-1-carboxylic acid-2-methylprop-2-yl ester